C(C1=CC=CC=C1)OCC(=O)OCC ethyl 2-(benzyloxy)acetate